7-{1-[1-(2,3-difluorophenyl)-1H-1,2,3-triazol-4-yl]propyl}-5-iodo-7H-pyrrolo[2,3-d]pyrimidin-4-amine FC1=C(C=CC=C1F)N1N=NC(=C1)C(CC)N1C=C(C2=C1N=CN=C2N)I